CS(=O)C=1C=CC2=C(N=NN(C2=O)CC(=O)N[C@@H](C)C2=CC=C(C=C2)OC(F)(F)F)C1 2-(7-(methylsulfinyl)-4-oxobenzo[d][1,2,3]triazin-3(4H)-yl)-N-((S)-1-(4-(trifluoromethoxy)phenyl)ethyl)acetamide